[OH-].C(CC)[P+](CCC)(CCC)CCC Tetrapropylphosphonium hydroxid